FC1(CN([C@@H]([C@@H](O1)C)CNC1=NC=C(N=C1C)C(F)(F)F)C(=O)OC(C)(C)C)F tert-butyl (5R,6S)-2,2-difluoro-6-methyl-5-(((3-methyl-5-(trifluoromethyl)pyrazin-2-yl)amino)methyl)morpholine-4-carboxylate